triazacyclotriacontine N1=NN=CC=CC=CC=CC=CC=CC=CC=CC=CC=CC=CC=CC=CC=C1